4-(4-((3-amino-6-bromopyrazin-2-yl)oxy)-1H-pyrazol-1-yl)piperidine-1-carboxylic acid tert-butyl ester C(C)(C)(C)OC(=O)N1CCC(CC1)N1N=CC(=C1)OC1=NC(=CN=C1N)Br